2,4-bis(trichloromethyl)-6-[2-(2-furyl)vinyl]sym-triazine ClC(C1=NC(=NC(=N1)C(Cl)(Cl)Cl)C=CC=1OC=CC1)(Cl)Cl